CARBAZOL-4-YLBORONIC ACID C1=CC=C(C=2C3=CC=CC=C3NC12)B(O)O